3-chlorophenyl ketone ClC=1C=C(C=CC1)C(=O)C1=CC(=CC=C1)Cl